(2S,5R)-5-(2-chlorophenyl)-1-(3-methoxy-4-(4-methoxypyridin-3-yl)benzoyl)pyrrolidine-2-carboxylic acid ClC1=C(C=CC=C1)[C@H]1CC[C@H](N1C(C1=CC(=C(C=C1)C=1C=NC=CC1OC)OC)=O)C(=O)O